ClC=1C(=CC(=C(C1)C1=C(C=C(C=C1)F)OCC#C)F)C(=O)NC=1C=NC(=C(C1)Cl)N1N=CC=N1 5-chloro-N-(5-chloro-6-(2H-1,2,3-triazol-2-yl)pyridin-3-yl)-2,4'-difluoro-2'-(prop-2-yn-1-yloxy)-[1,1'-biphenyl]-4-carboxamide